FC(C1CCC2(CCCN12)C(=O)OCC)F ethyl 3-(difluoromethyl)tetrahydro-1H-pyrrolizine-7a(5H)-carboxylate